C(C)(C)(C)OC(NCCOCCOCCOCCOCCC(=O)O)=O 5,8,11,14-Tetraoxa-2-azaheptadecanedioic acid-1-tert-butyl ester